BrC1=NN2C(NC(=CC2=O)C2=CC=C(C=C2)CC2CCCC2)=C1C(=O)OCC Ethyl 2-bromo-5-(4-(cyclopentylmethyl)phenyl)-7-oxo-4,7-dihydropyrazolo[1,5-a]pyrimidine-3-carboxylate